C(#N)[C@@H](C[C@H]1C(NCCC1)=O)NC(=O)[C@H]1N([C@H]2CC([C@@H]1CC2)(F)F)C([C@H](CC2CCC2)NC(C(F)(F)F)=O)=O (1R,3S,4R)-N-[(1R)-1-cyano-2-[(3S)-2-oxo-3-piperidyl]ethyl]-2-[(2S)-3-cyclobutyl-2-[(2,2,2-trifluoroacetyl)amino]propanoyl]-5,5-difluoro-2-azabicyclo[2.2.2]octane-3-carboxamide